tert-butyl N-[(1S)-1-[3-[2-(hydroxymethyl)-4-pyridyl]-1,2,4-oxadiazol-5-yl]ethyl]carbamate OCC1=NC=CC(=C1)C1=NOC(=N1)[C@H](C)NC(OC(C)(C)C)=O